3-fluoro-N-methyl-5-(3-methyl-4-((3-methyl-2-oxo-4-thioxo-1,2,3,4-tetrahydroquinazolin-7-yl)methyl)piperazin-1-yl)picolinamide FC=1C(=NC=C(C1)N1CC(N(CC1)CC1=CC=C2C(N(C(NC2=C1)=O)C)=S)C)C(=O)NC